C(C)NS(=O)(=O)C1=CC(=C(C=C1)N1CCC2(CC2)CC1)C=1C2=C(C(N(C1)C([2H])([2H])[2H])=O)NC=C2 N-ethyl-3-(6-trideuteromethyl-7-oxo-6,7-dihydro-1H-pyrrolo[2,3-c]pyridin-4-yl)-4-(6-aza-spiro[2.5]octan-6-yl)benzenesulfonamide